N-((S)-2-hydroxy-2-phenylethyl)-2-isopropyl-5,5-dimethylcyclohexanecarboxamide O[C@H](CNC(=O)C1C(CCC(C1)(C)C)C(C)C)C1=CC=CC=C1